5-isopropyl-2-methyl-1,4,7,17-tetraoxo-10,13-dioxa-3,6,16-triazacycloheneicosan C(C)(C)C1C(NC(C(CCCCC(NCCOCCOCCC(N1)=O)=O)=O)C)=O